NC=1C=C(C=CC1Cl)C(CC(=O)OCCCC)=C1CCC1 butyl 3-(3-amino-4-chlorophenyl)-3-cyclobutylidenepropanoate